N-(3-fluoro-4-(1-ethyl-6-(1-Boc-pyrazol-4-yl)-1H-indazol-5-yloxy)phenyl)-6-ethoxy-2-oxo-1-(4-fluorophenyl)-1,2-dihydropyridine-3-carboxamide FC=1C=C(C=CC1OC=1C=C2C=NN(C2=CC1C=1C=NN(C1)C(=O)OC(C)(C)C)CC)NC(=O)C=1C(N(C(=CC1)OCC)C1=CC=C(C=C1)F)=O